BrC=1C=C(SC1CCN1C(SC=CN1CCC(CC1=CC(=CC=C1)C#CC1=CSC=C1)O)=O)C(=O)O 4-bromo-5-(2-(4-(3-hydroxy-4-(3-(thien-3-ylethynyl)phenyl)butyl)-2-oxo-1,3,4-thiadiazin-3-yl)ethyl)thiophene-2-carboxylic acid